BrN1NC(C=C1)=O 2-bromo-5-oxopyrazole